pentafluorophenyl-bis(trifluoromethanesulfonyl)methane FC1=C(C(=C(C(=C1C(S(=O)(=O)C(F)(F)F)S(=O)(=O)C(F)(F)F)F)F)F)F